tert-butyl N-[4-methyl-3-[2-[5-(1-piperidylsulfonyl)indol-1-yl]propanoylamino]phenyl]carbamate CC1=C(C=C(C=C1)NC(OC(C)(C)C)=O)NC(C(C)N1C=CC2=CC(=CC=C12)S(=O)(=O)N1CCCCC1)=O